(S)-2-[6-(3-methyl-1H-pyrrolo[2,3-b]pyridin-5-yl)-1,2,3,4-tetrahydroisoquinoline-8-yl]pyrrolidine-1-carboxylate CC1=CNC2=NC=C(C=C21)C=2C=C1CCNCC1=C(C2)[C@H]2N(CCC2)C(=O)[O-]